3-[[1-[3-[(2,2-Difluoro-1,3-benzodioxol-5-yl)-methyl-carbamoyl]phenyl]-3-(trifluoromethyl)-4,5,6,7-tetrahydroindazol-7-yl]oxy]bicyclo[1.1.1]pentan FC1(OC2=C(O1)C=CC(=C2)N(C(=O)C=2C=C(C=CC2)N2N=C(C=1CCCC(C21)OC21CC(C2)C1)C(F)(F)F)C)F